C1C2CC3(CC(CC13)C2)NCCC2=CC=C(COC1=C3CN(C(C3=CC=C1)=O)C1C(NC(CC1)=O)=O)C=C2 3-(4-((4-(2-((hexahydro-2,5-methanopentalen-3a(1H)-yl)amino)ethyl)benzyl)oxy)-1-oxoisoindolin-2-yl)piperidine-2,6-dione